NC=1C=2N(C=C(N1)C)C(=NC2C2=C(C(=C(C=C2)NC([C@@H](C2=CC(=CC=C2)C(F)(F)F)O)=O)F)F)C([2H])([2H])[2H] (R)-N-[4-[8-amino-6-methyl-3-(trideuteriomethyl)imidazo[1,5-a]pyrazin-1-yl]-2,3-difluoro-phenyl]-2-hydroxy-2-[3-(trifluoromethyl)phenyl]acetamide